COC(C=CCC)=O pentenoic acid methylester